(R or S)-5-((3-(ethoxymethyl)-3-(4-fluorophenethyl)-pyrrolidin-1-yl)methyl)-2-methoxypyridine C(C)OC[C@]1(CN(CC1)CC=1C=CC(=NC1)OC)CCC1=CC=C(C=C1)F |o1:4|